3-phenylpropenal C1(=CC=CC=C1)C=CC=O